5-(3-(3-Chloro-5-((2-methylbenzyl)oxy)phenyl)-2-oxo-2H-[1,3'-bipyridin]-5-yl)pyrimidine-2,4(1H,3H)-dione ClC=1C=C(C=C(C1)OCC1=C(C=CC=C1)C)C=1C(N(C=C(C1)C=1C(NC(NC1)=O)=O)C=1C=NC=CC1)=O